BrCC(=O)C=1OC=CC1 2-bromo-1-(furan-2-yl)ethan-1-one